ClC1=C(C(=CC=C1Cl)OCOC)[C@H]1C[C@@H](CN1S(=O)(=O)C1=CC=C(C=C1)C)C(=O)OCC ethyl (3S,5R)-5-[2,3-dichloro-6-(methoxymethoxy)phenyl]-1-(4-methylbenzenesulfonyl)pyrrolidine-3-carboxylate